CC1=NC=C(C(=C1)N)C 2,5-dimethylpyridin-4-amine